C(C)S(=O)(=N)CC diethyl(imino)-λ6-sulfanone